F[Sb-](F)(F)(F)(F)F.C1(=CC=CC=C1)[S+](C1=CC=C(C=C1)SC1=CC=CC=C1)C1=CC=CC=C1 Diphenyl-4-thiophenoxyphenylsulfonium hexafluoroantimonate